9-phosphabicyclononane selenide C1(CCCCCCCP1=[Se])C1CCCCCCCC1